1,2,3,4-tetrahydroisoquinolin-6-yl (3S)-4-(N,3-dicyclohexyl-D-alanyl)-3-[(thiophen-2-ylmethyl)carbamoyl]piperazine-1-carboxylate C1(CCCCC1)N[C@H](CC1CCCCC1)C(=O)N1[C@@H](CN(CC1)C(=O)OC=1C=C2CCNCC2=CC1)C(NCC=1SC=CC1)=O